Methyl 1-((6,7-dimethoxy-3-oxo-1,3-dihydro-2H-benzo[4,5]thieno[2,3-c]pyrrol-2-yl)methyl)cyclobutane-1-carboxylate COC1=CC2=C(C3=C(C(N(C3)CC3(CCC3)C(=O)OC)=O)S2)C=C1OC